FC1=CC=C(C=2N=C(SC21)/N=C/N(C)C)N2CC=1N=C(N=C(C1CC2)OC)OCC21CCCN1CCC2 (E)-N'-(7-fluoro-4-(2-((hexahydro-1H-pyrrolizin-7a-yl)methoxy)-4-methoxy-5,6-dihydropyrido[3,4-d]pyrimidin-7(8H)-yl)benzo[d]thiazol-2-yl)-N,N-dimethylformimidamide